CC(OC(NCCNC(OC[C@H]1N(CCC1)C(=O)O)=O)=O)(C)C.BrC1=C(C=C(C=C1)NC(CC1=C(C=CC=C1)Cl)=O)S(NCC1=C(C=C(C=C1)OC)OC)(=O)=O N-{4-bromo-3-[(2,4-dimethoxybenzyl)sulfamoyl]phenyl}-2-(2-chlorophenyl)acetamide (2S)-2-(10,10-dimethyl-3,8-dioxo-2,9-dioxa-4,7-diazaundecan-1-yl)pyrrolidine-1-carboxylate